5-(2,6-difluorobenzyl)-4H-1,2,4-triazole-3-carboxylic acid lithium [Li].FC1=C(CC=2NC(=NN2)C(=O)O)C(=CC=C1)F